C[C@H]1[C@H]([C@H]([C@@H]([C@@H](O1)O[C@H]2[C@H](O[C@H]([C@@H]([C@H]2O)O)O[C@@H]3[C@H](OC([C@@H]([C@H]3O)O)O)CO)CO)O)O)O The molecule is a trisaccharide that is lactose in which the hydroxy group at position 4 of the galactose ring has been converted into its alpha-L-fucopyranosyl derivative. It derives from a lactose.